CC(C)CC(=O)C isohexanone